(S)-5-fluoro-2-(2-methylpiperazin-1-yl)pyrimidine hydrochloride Cl.FC=1C=NC(=NC1)N1[C@H](CNCC1)C